3(2H)-Quinazolineacetamide N=1CN(C=C2C=CC=CC12)CC(=O)N